C(=O)(OC(C)(C)C)N1C[C@@H](CC1)N (R)-1-BOC-3-aminopyrrolidine